N[C@H]1CCC[C@H](C(NC=2C=NN(C2C=2C=NC=C1C2)C)=O)C (9R,13S)-13-amino-3,9-dimethyl-3,4,7,16-tetraazatricyclo[12.3.1.02,6]octadeca-1(18),2(6),4,14,16-pentaen-8-one